2-(5-methyl-1H-indazole-7-carbonyl)-2-azabicyclo[3.1.0]hexane-3-carboxamide CC=1C=C2C=NNC2=C(C1)C(=O)N1C2CC2CC1C(=O)N